tert-butyl 2-oxo-3-azabicyclo[3.1.1]heptane-3-carboxylate O=C1C2CC(CN1C(=O)OC(C)(C)C)C2